6-(3-(Azetidin-1-yl)phenyl)-5,7-dimethyl-2-(pyrimidin-2-yl)-2,6-dihydro-1H-pyrrolo[3,4-d]pyridazin-1-one N1(CCC1)C=1C=C(C=CC1)N1C(=C2C(N(N=CC2=C1C)C1=NC=CC=N1)=O)C